1,5-di-tert-butyl 7-[2-(benzyloxy)ethyl]-2-bromo-4-oxo-6H,7H-pyrrolo[3,2-c]pyridine-1,5-dicarboxylate C(C1=CC=CC=C1)OCCC1C2=C(C(N(C1)C(=O)OC(C)(C)C)=O)C=C(N2C(=O)OC(C)(C)C)Br